1-amino-N-(2-dimethylaminoethyl)cyclohexyl-formamide 4-methyl-2-propionamidopentanoate CC(CC(C(=O)O)NC(CC)=O)C.NC1(CCCCC1)N(C=O)CCN(C)C